S1C=NC2=C1C=CC(=C2)C=2C=C1C(=NC2C(CC2=CC(=CC(=C2)F)F)N)C=NN1COCC[Si](C)(C)C 1-(6-(benzo[d]thiazol-5-yl)-1-((2-(trimethylsilyl)ethoxy)methyl)-1H-pyrazolo[4,3-b]pyridin-5-yl)-2-(3,5-difluorophenyl)ethanamine